BrC=1C=C(C=C2C(C=C(OC12)N1CCN(CC1)C(=O)OCC1C2=CC=CC=C2C=2C=CC=CC12)=O)C (9H-fluoren-9-yl)methyl 4-(8-bromo-6-methyl-4-oxo-4H-chromen-2-yl)piperazine-1-carboxylate